C(C=C)C=1C=C(CO)C=C(C1)CC=C 3,5-diallylbenzylalcohol